BrC1=CN(C2=C1N=C(N=C2)Cl)CC 7-bromo-2-chloro-5-ethyl-5H-pyrrolo[3,2-d]pyrimidine